3-[5-(Prop-2-yl)-1,3-thiazol-2-yl]-5-[(3R)-tetrahydrofuran-3-yloxy]-N-{(1R)-1-[2-(trifluoromethyl)pyrimidin-5-yl]ethyl}benzamide CC(C)C1=CN=C(S1)C=1C=C(C(=O)N[C@H](C)C=2C=NC(=NC2)C(F)(F)F)C=C(C1)O[C@H]1COCC1